COC=1C=C2C(NN=C(C2=CC1OC)C1=CC=C2CCN=CC2=C1)=O 7-(6,7-dimethoxy-4-oxo-3,4-dihydrophthalazin-1-yl)-3,4-dihydroisoquinoline